N-(3-chloro-4-fluorophenyl)-7-methoxy-6-(methacryloyloxy)quinazolin-4-amine ClC=1C=C(C=CC1F)NC1=NC=NC2=CC(=C(C=C12)OC(C(=C)C)=O)OC